C1(CC1)OC[C@H](C1=CC2=C(N(C=N2)COCC[Si](C)(C)C)C=C1)N[S@](=O)C1=C(C=C(C=C1C)C)C (R)-N-((S)-2-Cyclopropoxy-1-(1-((2-(trimethylsilyl)ethoxy)methyl)-1H-benzo[d]imidazol-5-yl)ethyl)-2,4,6-trimethylbenzenesulfinamide